O=C1NC(CCC1N1C(C2=CC=C(C=C2C1=O)C#CCCCCN1CCN(CC1)C1=NC=C(C(=O)N2CCC(CC2)CCCCNC(\C=C\C=2C=NC=CC2)=O)C=C1)=O)=O (E)-N-(4-(1-(6-(4-(6-(2-(2,6-dioxopiperidin-3-yl)-1,3-dioxoisoindolin-5-yl)hex-5-yn-1-yl)piperazin-1-yl)nicotinoyl)piperidin-4-yl)butyl)-3-(pyridin-3-yl)acrylamide